6-diazo-5,6-dihydro-5-oxo-1-naphthalenesulfonic acid [N+](=[N-])=C1C(C=2C=CC=C(C2C=C1)S(=O)(=O)O)=O